2-Naphthyl methacrylate C(C(=C)C)(=O)OC1=CC2=CC=CC=C2C=C1